4-(((1-(4-nitrophenyl)-1H-pyrazol-3-yl)methyl)sulfonyl)benzamide [N+](=O)([O-])C1=CC=C(C=C1)N1N=C(C=C1)CS(=O)(=O)C1=CC=C(C(=O)N)C=C1